1,1,1-trifluoro-2-(3-(6-(((3S,4S)-4-fluoropyrrolidin-3-yl)amino)pyridin-2-yl)imidazo[1,2-a]pyrazin-6-yl)propan-2-ol FC(C(C)(O)C=1N=CC=2N(C1)C(=CN2)C2=NC(=CC=C2)N[C@H]2CNC[C@@H]2F)(F)F